ethyl 6-chloro-1H-pyrazolo[3,4-b]pyridine-4-carboxylate ClC=1C=C(C2=C(N1)NN=C2)C(=O)OCC